NC(COCC(=O)O)(C)C (2-AMINO-2-METHYL-PROPOXY)-ACETIC ACID